C[C@H]1[C@@]2(C(=O)O[C@]3([C@@H](C4=C([C@]5(CC[C@]4([C@@]2(C3=C)C(=O)O1)C)C=CC(=O)OC5(C)C)C)O)C)O The molecule is a meroterpenoid produced by Aspergillus nidulans. It has a pentacyclic structure which incorporates three lactone functionalities and a spiro union.